heptylfluorotetrahydro-2-(nonafluorobutyl)furan C(CCCCCC)C1C(OCC1)(C(C(C(C(F)(F)F)(F)F)(F)F)(F)F)F